FC(C1=NN(C=C1S(=O)(=O)C(C)(C)C1CCN(CC1)C(=O)NC1=NOC=C1)C)F 4-(2-((3-(difluoro-methyl)-1-methyl-1H-pyrazol-4-yl)sulfonyl)propan-2-yl)-N-(isoxazol-3-yl)piperidine-1-carboxamide